5-(3-fluorobenzyl)-N-(4-(5-((4-hydroxy-4-methylpentyl)oxy)-2-methylphenyl)pyridin-2-yl)-4H-1,2,4-triazole-3-carboxamide FC=1C=C(CC=2NC(=NN2)C(=O)NC2=NC=CC(=C2)C2=C(C=CC(=C2)OCCCC(C)(C)O)C)C=CC1